2-((S)-1-Acryloyl-4-((R)-7-(7-fluoro-3,4-dihydroquinolin-1(2H)-yl)-2-(3-(methyl(2,2,2-trifluoroethyl)amino)azetidin-1-yl)-5,6,7,8-tetrahydroquinazolin-4-yl)piperazin-2-yl)acetonitrile C(C=C)(=O)N1[C@H](CN(CC1)C1=NC(=NC=2C[C@@H](CCC12)N1CCCC2=CC=C(C=C12)F)N1CC(C1)N(CC(F)(F)F)C)CC#N